N-((4-((5-((3S,4S)-4-amino-3-methyl-2-oxa-8-azaspiro[4.5]decan-8-yl)-[1,2,4]triazolo[4,3-c]pyrimidin-8-yl)thio)-3-chloropyridin-2-yl)carbamoyl)benzenesulfonamide N[C@@H]1[C@@H](OCC12CCN(CC2)C2=NC=C(C=1N2C=NN1)SC1=C(C(=NC=C1)NC(=O)NS(=O)(=O)C1=CC=CC=C1)Cl)C